N-(2-carbamoyl-4-chloro-6-methyl-phenyl)-2-(3-chloro-2-pyridyl)-5-[[5-[4-(trifluoromethyl)phenyl]tetrazol-2-yl]methyl]pyrazole-3-carboxamide C(N)(=O)C1=C(C(=CC(=C1)Cl)C)NC(=O)C=1N(N=C(C1)CN1N=C(N=N1)C1=CC=C(C=C1)C(F)(F)F)C1=NC=CC=C1Cl